tributyl-phosphonium formate C(=O)[O-].C(CCC)[PH+](CCCC)CCCC